BrC1=C(C(=C(C=C1)O)Cl)F 4-bromo-2-chloro-3-fluorophenol